lauryl thiopropionate C(CC)(=S)OCCCCCCCCCCCC